Disodium methanearsonate C[As]([O-])(=O)[O-].[Na+].[Na+]